N-(3-phenylprop-2-yn-1-yl)-4-(trifluoromethyl)aniline C1(=CC=CC=C1)C#CCNC1=CC=C(C=C1)C(F)(F)F